6-bromo-2-chloro-8-methylisoindolo[1,2-b]quinazolin-10(12H)-one BrC1=CC(=CC=2C(N3C(=NC12)C1=CC=C(C=C1C3)Cl)=O)C